4-bromo-1-{4-[2-(pyrrolidin-1-yl)ethoxy]phenyl}pyridine-2(1H)-one BrC1=CC(N(C=C1)C1=CC=C(C=C1)OCCN1CCCC1)=O